C(C)C(=C(C(=O)N1CCOCC1)CC)C1=CC=CC=C1 diethyl-1-(4-morpholinyl)-3-phenyl-2-propen-1-one